4-{4-[(3-chlorophenyl)oxy]phenyl}-5-methyl-2,4-dihydro-3H-1,2,4-triazol-3-one ClC=1C=C(C=CC1)OC1=CC=C(C=C1)N1C(NN=C1C)=O